COC1(C=C(C(C(C1)(C)C)=O)C#N)C1=NC(=CC=C1)C1=C(C=CC=C1)OC 3-methoxy-3-[6-(2-methoxyphenyl)pyridin-2-yl]-5,5-dimethyl-6-oxocyclohex-1-ene-1-carbonitrile